COC=1C=C(C=CC1OC)C=1N=C2N(C(C1)=O)C=C(C=C2C)C=2CCN(CC2)CCC 2-(3,4-Dimethoxyphenyl)-9-methyl-7-(1-propyl-1,2,3,6-tetrahydropyridin-4-yl)-4H-pyrido[1,2-a]pyrimidin-4-one